C([C@H](C(=O)O)N)[Se] The molecule is a D-alpha-amino acid and a selenocysteine. It is a conjugate base of a D-selenocysteinium. It is a conjugate acid of a D-selenocysteinate(1-). It is an enantiomer of a L-selenocysteine.